ruthenium (II) chloride [Ru](Cl)Cl